NC=1C=C(C=2N3CCC[C@H]3CCCCCC(C3=NN=C(C1N2)O3)(O)C(F)(F)F)C3CC3 (12R)-20-amino-18-cyclopropyl-6-(trifluoromethyl)-22-oxa-3,4,16,21-tetraazatetracyclo[15.3.1.12,5.012,16]docosa-1(20),2,4,17(21),18-pentaen-6-ol